10-(2-(2-oxa-6-azaspiro[3.3]heptan-6-yl)ethyl)-3,7-bis-(1-(tetrahydro-2H-pyran-2-yl)-1H-pyrazolo[3,4-b]pyridin-4-yl)-10H-phenoxazine C1OCC12CN(C2)CCN2C1=CC=C(C=C1OC=1C=C(C=CC21)C2=C1C(=NC=C2)N(N=C1)C1OCCCC1)C1=C2C(=NC=C1)N(N=C2)C2OCCCC2